COC1=C(C=CC=C1OC)C1=NC(=NC=C1)N 4-(2,3-dimethoxyphenyl)pyrimidin-2-amine